N1=C(C=CC2=CC=CC=C12)C1=C(C=CC=C1)[Ir+]C1=C(C=CC=C1)C1=NC2=CC=CC=C2C=C1 bis[2-(2-quinolinyl)phenyl]iridium(III)